2-chloro-5-(((E)-2-((E)-3-(furan-2-yl)-1-nitroallylidene)imidazolidin-1-yl)methyl)pyridine ClC1=NC=C(C=C1)CN1/C(/NCC1)=C(\C=C\C=1OC=CC1)/[N+](=O)[O-]